C(C)(C)(C)OC(=O)N1CC2N(C3=C(CNC=4N=CC=CC34)NC2)CC1 1,2,4,4a,5,6,7,8-octahydro-3H-pyrazino[1',2':4,5]pyrazino[2,3-c][1,8]naphthyridine-3-carboxylic acid tert-butyl ester